(2-chloro-3-methoxyphenyl)((3R,9aS)-3-(2,3-difluorophenyl)-3-hydroxyhexahydropyrazino[2,1-c][1,4]oxazin-8(1H)-yl)methanone ClC1=C(C=CC=C1OC)C(=O)N1C[C@H]2CO[C@](CN2CC1)(O)C1=C(C(=CC=C1)F)F